N-(4-tert-butoxyphenyl)-2-[(1-methyl-1H-tetrazol-5-yl)sulfanyl]-5-nitrobenzamide C(C)(C)(C)OC1=CC=C(C=C1)NC(C1=C(C=CC(=C1)[N+](=O)[O-])SC1=NN=NN1C)=O